1-chloro-4-(2-methoxy-6-methylpyridin-3-yl)phthalazine ClC1=NN=C(C2=CC=CC=C12)C=1C(=NC(=CC1)C)OC